3-(4-isopropylphenyl-acryloyl)piperidin-3-ylphenoxy-2-methylpropanoic acid methyl ester COC(C(CC1(CNCCC1)C(C=CC1=CC=C(C=C1)C(C)C)=O)(C)OC1=CC=CC=C1)=O